ethyl-4-methyl-2-[3-methyl-5-(propan-2-yl)-1-benzothiophene-2-sulfonamido]-1,3-thiazole C(C)C1=C(N=C(S1)NS(=O)(=O)C=1SC2=C(C1C)C=C(C=C2)C(C)C)C